C(C)(C)ONC(C(C)(C1=CC=CC=C1)C1=CC=CC=C1)=O N-isopropoxy-2,2-diphenyl-propionamide